C1(CCCC1)NC1=NC(=CC=C1NC(C)CC)C1=CC=C(C=C1)OC N2-cyclopentyl-6-(4-methoxyphenyl)-N3-sec-butyl-pyridine-2,3-diamine